1,3,5-trimethyl-benzene tert-butyl-(R)-(2-hydroxy-2-methyl-1-(4-((1-methylcyclopentyl)methoxy)phenyl)propyl)carbamate C(C)(C)(C)N(C(O)=O)[C@@H](C(C)(C)O)C1=CC=C(C=C1)OCC1(CCCC1)C.CC1=CC(=CC(=C1)C)C